4a,5-dimethyl-3a,4,4a,5,6,7,9,9a-octahydronaphtho[2,3-b]furan-2(3H)-one CC12CC3C(OC(C3)=O)CC2=CCCC1C